5-[(2S,6R)-2-[[4-[2-[(3S,4R)-3-amino-4-fluoro-pyrrolidin-1-yl]-6-methyl-pyrimidin-4-yl]piperazin-1-yl]methyl]-6-methyl-morpholin-4-yl]quinoline-8-carbonitrile N[C@H]1CN(C[C@H]1F)C1=NC(=CC(=N1)N1CCN(CC1)C[C@H]1CN(C[C@H](O1)C)C1=C2C=CC=NC2=C(C=C1)C#N)C